3-(tert-butoxy)-4,5-dimethoxybenzaldehyde C(C)(C)(C)OC=1C=C(C=O)C=C(C1OC)OC